(R)-5-oxo-N-(4-((4-(piperidin-1-yl)phenyl)amino)benzyl)pyrrolidine-3-carboxamide O=C1C[C@H](CN1)C(=O)NCC1=CC=C(C=C1)NC1=CC=C(C=C1)N1CCCCC1